FC=1C(=NC=CC1C)C=O 3-FLUORO-2-FORMYL-4-PICOLINE